C(C)(C)(C)OC(=O)N1C(=C(C=C1C)C1=C(C(=CC=C1)C(=O)OC)F)C 3-(2-fluoro-3-(methoxycarbonyl)phenyl)-2,5-dimethyl-1H-pyrrole-1-carboxylic acid tert-butyl ester